1-(4-(2-(3-(difluoromethyl)azetidin-1-yl)ethoxy)-2,6-difluorophenyl)-2-(2-fluoro-2-methylpropyl)-3-methyl-2,3,4,9-tetrahydro-1H-pyrido[3,4-b]Indole FC(C1CN(C1)CCOC1=CC(=C(C(=C1)F)C1N(C(CC2=C1NC1=CC=CC=C21)C)CC(C)(C)F)F)F